7-fluoro-1-[(4-methoxyphenyl)methyl]-3,3-dimethyl-4H-quinolin-2-one FC1=CC=C2CC(C(N(C2=C1)CC1=CC=C(C=C1)OC)=O)(C)C